rac-(1r,2r,4s,6s)-6-aminobicyclo[2.2.1]heptane-2-ol hydrochloride Cl.N[C@H]1C[C@H]2C[C@H]([C@@H]1C2)O |r|